2-hydroxypropane-1,3-diyl bis(4-cyclohexylbutanoate) C1(CCCCC1)CCCC(=O)OCC(COC(CCCC1CCCCC1)=O)O